CSC=1N=NC=C(N1)C#N 3-methylsulfanyl-1,2,4-triazine-5-carbonitrile